CC1=C(N=CS1)CNC(C1=CC=C(C(=O)N)C=C1)=O N4-((5-methylthiazol-4-yl)methyl)terephthalamide